C(C)(C)(C)C1=CC=C(C=C1)NC(C(=O)NC1=C(OC2=C1C=C(C=C2)Cl)C(=O)O)=O (2-((4-tert-butylphenyl)amino)-2-oxoacetamido)-5-chlorobenzofuran-2-carboxylic acid